ClCCOCOCCCl bis-(2-chloroethoxy)-methane